1-(3-Chlorobenzyl)-1H-indazole-6-carboxylic acid methyl ester COC(=O)C1=CC=C2C=NN(C2=C1)CC1=CC(=CC=C1)Cl